C(C=C)(=O)OCCC[Si](OC)(OC)CCC acryloyloxypropylpropyldimethoxysilane